COC1=C2CCNC(C2=CC=C1)=O 5-methoxy-3,4-dihydroisoquinolin-1(2H)-one